C12CC(CC(CC1)N2)NC(=O)C2=CC=1N(N(C2=O)C(C)C)C=CC1 [N-(8-azabicyclo[3.2.1]oct-3-yl)]-1-isopropyl-2-oxo-1,2-dihydropyrrolo[1,2-b]pyridazine-3-carboxamide